IC1=C(C=CC=C1)C1=CC(=NC(=C1)C1=NC=CC=C1)C1=NC=CC=C1 4'-(2-iodophenyl)-2,2':6',2''-terpyridine